1-methyl-5-[({4-oxo-3H,5H,6H,7H-cyclopenta[d]pyrimidin-2-yl}sulfanyl)methyl]imidazole-4-carbonitrile trifluoroacetate salt FC(C(=O)O)(F)F.CN1C=NC(=C1CSC=1NC(C2=C(N1)CCC2)=O)C#N